6-(hydroxymethyl)-N-(4-hydroxyphenyl)-N-methylpyridineamide OCC1=CC=CC(=N1)C(=O)N(C)C1=CC=C(C=C1)O